C(C1=CC=CC=C1)OC(=O)N1C[C@H]([C@@H](CC1)C(F)(F)F)N trans-3-amino-4-(trifluoromethyl)piperidine-1-carboxylic acid benzyl ester